5-methyl-6-(3-methyl-7,8-dihydro-5H-1,6-naphthyridin-6-yl)pyridine-3-carbonitrile CC=1C=C(C=NC1N1CC=2C=C(C=NC2CC1)C)C#N